CC1=NNC(=C1)C1=NS(C=2C1=NC(=CC2C2(CC2)S(=O)(=O)C)N2[C@@H](COCC2)C)=O 3-(3-methyl-1H-pyrazol-5-yl)-5-((R)-3-methylmorpholino)-7-(1-(methylsulfonyl)cyclopropyl)isothiazolo[4,5-b]pyridine 1-oxide